N-tertiary butylamine C(C)(C)(C)N